C(#N)[C@@H](C[C@@H]1C(NCCC1)=O)NC(=O)[C@@H]1N(C2CCC1CC2)C([C@H](NC2=C(C=CC(=C2)F)F)C)=O (R)-N-((R)-1-cyano-2-((R)-2-oxopiperidin-3-yl)ethyl)-2-((2,5-difluorophenyl)-D-alanyl)-2-azabicyclo[2.2.2]octane-3-carboxamide